C(C)(C)(C)NC(=O)C1=CC(=C(N1)C(=O)NC)O[C@@H](C)C1=CC=CC=C1 (S)-N5-(tert-butyl)-N2-methyl-3-(1-phenylethoxy)-1H-pyrrole-2,5-dicarboxamide